mono-phosphorous acid diphosphite salt OP(O)OP(O)O.P(O)(O)O